N-(2-((2-(dimethylamino)ethyl)(methyl)amino)-5-((4-(1-isopropyl-2-oxo-1,2,5,6-tetrahydro-4H-imidazo[4,5,1-ij]quinolin-8-yl)pyrimidin-2-yl)amino)-4-methoxyphenyl)acrylamide CN(CCN(C1=C(C=C(C(=C1)OC)NC1=NC=CC(=N1)C=1C=C2CCCN3C2=C(C1)N(C3=O)C(C)C)NC(C=C)=O)C)C